1-(4-Bromophenyl)-5,7-difluoro-1H-benzo[d]imidazol-6-ol BrC1=CC=C(C=C1)N1C=NC2=C1C(=C(C(=C2)F)O)F